2-(4-(phenylmethyl)benzoylamino)-N-(3,4-methylenedioxyphenyl)-1,3-selenazole-5-carboxamide C1(=CC=CC=C1)CC1=CC=C(C(=O)NC=2[Se]C(=CN2)C(=O)NC2=CC3=C(C=C2)OCO3)C=C1